2,5-dioxopyrrolidin-1-yl 4-oxo-4-((4-sulfamoylphenethyl)amino)butanoate O=C(CCC(=O)ON1C(CCC1=O)=O)NCCC1=CC=C(C=C1)S(N)(=O)=O